N[C@H]1CS(C2=C(N(C1=O)CC1=CC=C(C=C1)C=1OC(=NN1)C(F)(F)F)C=C(C=C2)C=2OC(=NN2)N2CC(OCC2)(F)F)(=O)=O (3R)-3-amino-7-[5-(2,2-difluoromorpholin-4-yl)-1,3,4-oxadiazol-2-yl]-1,1-dioxo-5-[[4-[5-(trifluoromethyl)-1,3,4-oxadiazol-2-yl]phenyl]methyl]-2,3-dihydro-1λ6,5-benzothiazepine-4-One